ClC1=CC=C2C(=CC(N(C2=C1)C)=O)C 7-chloro-1,4-dimethylquinolin-2(1H)-one